C(C1=CC=CC=C1)OC=1C=C(\C=N\NC2=C3N=CN(C3=NC=N2)[C@@H]2O[C@@H]([C@H]([C@H]2O)O)CO)C=CC1OCC1=CC=CC=C1 (2R,3R,4S,5R)-2-{6-{2-[(E)-3,4-bis(benzyloxy)benzylidene]hydrazino}-9H-purin-9-yl}-5-(hydroxymethyl)tetrahydrofuran-3,4-diol